3-butoxy-2-cyclohexen-1-one C(CCC)OC1=CC(CCC1)=O